(2-methoxylphenyl)(phenyl)carbamyl chloride O(C)C1=C(C=CC=C1)N(C(=O)Cl)C1=CC=CC=C1